FC=1C=C(C=CC1OC)C=1C=C2C=CC(=CN2C(C1)=O)N1CCNCC1 2-(3-fluoro-4-methoxyphenyl)-7-(piperazin-1-yl)-4H-quinolizin-4-one